7-(trifluoromethyl)-N-(1-[[2-(trimethylsilyl)ethoxy]methyl]indol-6-yl)quinolin-2-amine FC(C1=CC=C2C=CC(=NC2=C1)NC1=CC=C2C=CN(C2=C1)COCC[Si](C)(C)C)(F)F